pentaceneic acid C1(=CC=CC2=CC3=CC4=CC5=CC=CC=C5C=C4C=C3C=C12)C(=O)O